(8aS)-hexahydropyrrolo[1,2-a]pyrazine C1C=2N(CCN1)CCC2